CC1(OB(OC1(C)C)\C=C\C1=CSC=C1)C 4,4,5,5-tetramethyl-2-[(E)-2-(3-thienyl)vinyl]-1,3,2-dioxaborolane